BrC1=CN=C2N1C=C(C=C2)C(=O)N(CC#N)C2=CC=C(C=C2)Cl 3-bromo-N-(4-chlorophenyl)-N-(cyanomethyl)imidazo[1,2-a]pyridine-6-carboxamide